4,5-dimethoxy-2-methylthiophenethylamine COC1=CC(=C(CCN)C=C1OC)SC